ClC(C)C1=CC=CN2C1=NC(=CC2=O)N2CCC(CC2)(C)C 9-(1-chloroethyl)-2-(4,4-dimethylpiperidin-1-yl)-4H-pyrido[1,2-a]pyrimidin-4-one